C(C)(=O)O[C@@H]1[C@H](O[C@H]([C@@H]1OC(C)=O)N1N=CC=2C1=NC(=NC2NCC2=C(C=CC=C2)Cl)Cl)COC(C)=O (2R,3R,4R,5R)-2-(Acetoxymethyl)-5-(6-chloro-4-(2-chlorobenzylamino)-1H-pyrazolo[3,4-d]pyrimidin-1-yl)tetrahydrofuran-3,4-diyl diacetate